COC=1C(=C2C=CNC2=C(C1)C)CN1[C@@H](CC2(CC2)CC1)C1=C(C=C(C(=O)O)C=C1)NC 4-[(5S)-6-[(5-methoxy-7-methyl-1H-indol-4-yl)methyl]-6-azaspiro[2.5]octan-5-yl]-3-(methylamino)benzoic acid